4-bromo-N2-isopropylbenzene-1,2-diamine BrC=1C=C(C(=CC1)N)NC(C)C